CC(C)C(C(C(CC=C)(C)C)=NO)(C)C 2,3,3,5,5-pentamethyloct-7-en-4-one oxime